4-[4-(dimethylamino)piperidin-1-yl]-N-[8-fluoro-2-methylimidazo[1,2-a]pyridin-6-yl]-2-methyl-1-benzofuran-7-carboxamide CN(C1CCN(CC1)C1=CC=C(C2=C1C=C(O2)C)C(=O)NC=2C=C(C=1N(C2)C=C(N1)C)F)C